2-hydroxy-4-methylsulfanyl-butyric acid OC(C(=O)O)CCSC